3-(4-(((3-(2-chloro-6-fluorophenyl)-5-cyclopropylisoxazol-4-yl)methoxy)methyl)-4-fluoropiperidin-1-yl)-1H-indazole-5-carboxylic acid ClC1=C(C(=CC=C1)F)C1=NOC(=C1COCC1(CCN(CC1)C1=NNC2=CC=C(C=C12)C(=O)O)F)C1CC1